OCC1=C(C(=O)C2=CC=CC=C2)C=CC=C1.[Na] sodium hydroxymethylbenzophenone